2-(4-fluorophenyl)-4-(1-(tetrahydro-2H-pyran-2-yl)-1H-pyrazol-5-yl)pyridine FC1=CC=C(C=C1)C1=NC=CC(=C1)C1=CC=NN1C1OCCCC1